(S)-(4-(9H-purin-6-yl)-3,4-dihydro-2H-1,4-thiazin-6-yl)(3-amino-3-methylpiperidin-1-yl)methanone hydrochloride Cl.N1=CN=C2NC=NC2=C1N1CCSC(=C1)C(=O)N1C[C@@](CCC1)(C)N